(E)-3-(4-chlorophenyl)-5-methyl-4-phenyl-N-((4-(trifluoromethyl)phenyl)sulfonyl)-4,5-dihydro-1H-pyrazole-1-carboxamide chloride [Cl-].ClC1=CC=C(C=C1)C1=NN(C(C1C1=CC=CC=C1)C)C(=O)NS(=O)(=O)C1=CC=C(C=C1)C(F)(F)F